6-(3,4-diaminophenyl)-5-methyl-2,3,4,5-tetrahydropyridazin-3-one NC=1C=C(C=CC1N)C=1C(CC(NN1)=O)C